ClC=1C=CC(=C(C(=O)N[C@H](C(C(=O)NC)=O)C[C@H]2C(N[C@@H](C2)C)=O)C1)NC(=O)C1(CC1)CC(F)(F)F 5-chloro-N-[(1S)-3-(methylamino)-1-[[(3S,5R)-5-methyl-2-oxo-pyrrolidin-3-yl]methyl]-2,3-dioxo-propyl]-2-[[1-(2,2,2-trifluoroethyl)cyclopropanecarbonyl]amino]benzamide